N-(4-cyano-2,6-diisopropylphenyl-carbamoyl)-3-(2-hydroxypropan-2-yl)benzenesulfonamide C(#N)C1=CC(=C(C(=C1)C(C)C)NC(=O)NS(=O)(=O)C1=CC(=CC=C1)C(C)(C)O)C(C)C